(S)-2-(2-(4-(benzyloxy)-1H-indole-3-carbonyl)pyrrolidin-1-yl)-1-phenyl-2λ2-ethan-1-one C(C1=CC=CC=C1)OC1=C2C(=CNC2=CC=C1)C(=O)[C@H]1N(CCC1)[C]C(=O)C1=CC=CC=C1